2-(1H-indol-3-yl)ethan N1C=C(C2=CC=CC=C12)CC